O[C@@H]1C[C@H](NC1)C(=O)N1CCC(CC1)C=1C=C2C(=C(NC2=CC1)C=1C=C(C(N(C1)C)=O)C)C(C)C 5-(5-(1-((2s,4r)-4-hydroxypyrrolidine-2-carbonyl)piperidin-4-yl)-3-isopropyl-1H-indol-2-yl)-1,3-dimethylpyridin-2(1H)-one